7-[1-(7-Azaspiro[3.5]nonan-2-yl)-5-methyl-triazol-4-yl]-5-[(1R)-1-(2-pyridyl)ethoxy]imidazo[1,2-a]pyridine-3-carbonitrile HCl Cl.C1C(CC12CCNCC2)N2N=NC(=C2C)C2=CC=1N(C(=C2)O[C@H](C)C2=NC=CC=C2)C(=CN1)C#N